β-methoxy-3,4-methylenedioxyphenethylamine COC(CN)C1=CC2=C(C=C1)OCO2